ClC1=CC=CC2=C1C(=NO2)NS(=O)(=O)C2=CC=C(C=C2)S(F)(F)(F)(F)F N-(4-chlorobenzo[d]isoxazol-3-yl)-4-(pentafluoro-λ6-sulfanyl)benzenesulfonamide